FC(C1=CC=C(C=C1)C1=C(C=CC=C1)O)(F)F 2-(4-trifluoromethylphenyl)phenol